FC=1C=2N(C=C(C1)NC(=O)C1=CC=C(C3=CN(N=C13)C)C1CCN(CC1)C(=O)OC(C)(C)C)C=C(N2)C tert-butyl 4-[7-([8-fluoro-2-methylimidazo[1,2-a]pyridin-6-yl]carbamoyl)-2-methylindazol-4-yl]piperidine-1-carboxylate